(R)-N-[5-[2-methyl-4-(3,3,3-trifluoro-2-hydroxy-propoxy)pyrazol-3-yl]pyrazolo[1,5-a]pyridin-2-yl]cyclopropanecarboxamide CN1N=CC(=C1C1=CC=2N(C=C1)N=C(C2)NC(=O)C2CC2)OC[C@H](C(F)(F)F)O